benzyl ((2S,3R,4R)-1-acetyl-2,3-dimethyl-rac-6-((tetrahydrofuran-3-yl)oxy)-1,2,3,4-tetrahydroquinolin-4-yl)carbamate C(C)(=O)N1[C@H]([C@@H]([C@H](C2=CC(=CC=C12)O[C@H]1COCC1)NC(OCC1=CC=CC=C1)=O)C)C |&1:14|